C(C)C(C(=O)N)(CCCCCCCCCC)CCCCCC ethylhexyl-lauramide